platinum (II) normal propyl alcohol C(CC)O.[Pt+2]